CN([C@@H]1C(=C(C([C@]2(C(=C3C(C4=C(C=CC(=C4C[C@H]3C[C@@H]12)N(C)C)O)=O)O)O)=O)C(=O)N)O)C (4s,4as,5ar,12as)-4,7-bis(dimethylamino)-3,10,12,12a-tetrahydroxy-1,11-dioxo-1,4,4a,5,5a,6,11,12a-octahydrotetracene-2-carboxamide